FC1=C(C(=CC=C1)F)N1C=C(C=C1)NC(C1=C(C=CC=C1)C(F)(F)F)=O N-[1-(2,6-difluorophenyl)-1H-pyrrol-3-yl]-2-(trifluoromethyl)benzamide